4-(((3,5-dicyano-4-ethyl-6-(4-methyl-1,4-diazepan-1-yl)pyridin-2-yl)thio)methyl)benzoic acid C(#N)C=1C(=NC(=C(C1CC)C#N)N1CCN(CCC1)C)SCC1=CC=C(C(=O)O)C=C1